8-(2-(difluoromethyl)-6-methylpyridin-4-yl)-7-(4-fluorophenyl)-[1,2,4]triazolo[4,3-c]pyrimidin-5-amine FC(C1=NC(=CC(=C1)C=1C=2N(C(=NC1C1=CC=C(C=C1)F)N)C=NN2)C)F